ClC1=C2CC[C@@]3(C2=CC=C1)CC=1N=C(N=C(C1CN3C)O)O (7S)-4'-chloro-6-methyl-spiro[5,8-dihydropyrido[4,3-d]pyrimidine-7,1'-indan]-2,4-diol